2-(4-bromophenyl)-3-(((trifluoromethyl)sulfonyl)oxy)-1,4,8-triazaspiro[4.5]decan-1,3-diene-8-carboxylic acid tert-butyl ester C(C)(C)(C)OC(=O)N1CCC2(N=C(C(=N2)C2=CC=C(C=C2)Br)OS(=O)(=O)C(F)(F)F)CC1